BrC=1C=CC(=C(C=O)C1)N1CCN(CC1)C1CCC1 5-bromo-2-(4-cyclobutylpiperazin-1-yl)benzaldehyde